BrC1=CC2=C(C(NS2(=O)=O)(C)C)C=C1F 6-bromo-5-fluoro-3,3-dimethyl-2,3-dihydrobenzo[d]isothiazole 1,1-dioxide